N-[6-(7-amino-2-butyl-4-isopropoxy-imidazo[4,5-d]pyridazin-3-yl)hexyl]-N-(1,1-dioxothietan-3-yl)acetamide hydrochloride salt Cl.NC=1N=NC(=C2C1N=C(N2CCCCCCN(C(C)=O)C2CS(C2)(=O)=O)CCCC)OC(C)C